(1R,3S)-3-(3-{[(1-methyl-1H-pyrazol-3-yl)acetyl]amino}-1H-pyrazol-5-yl)cyclopentyl-(2S)-2-methyl-pyrrolidine CN1N=C(C=C1)CC(=O)NC1=NNC(=C1)[C@@H]1C[C@@H](CC1)N1[C@H](CCC1)C